7-((1-(3-((4-aminophenoxy)methyl)cyclobutyl)piperidin-4-yl)methoxy)-5-fluoro-2-(((tetrahydro-2H-pyran-4-yl)thio)methyl)quinazolin-4(3H)-one NC1=CC=C(OCC2CC(C2)N2CCC(CC2)COC2=CC(=C3C(NC(=NC3=C2)CSC2CCOCC2)=O)F)C=C1